C(#N)C=C1CN(C1)C(=O)NCC(F)(F)F 3-cyanomethylene-N-(2,2,2-trifluoroethyl)azetidine-1-carboxamide